C(C)(C)(C)C=1C=CC=2C(NS(C3=CC=CC(NC(CC[C@H]4CC(N(C2N1)C4)(C)C)C4=NC=CC(=C4)Cl)=N3)(=O)=O)=O (14S)-8-tert-butyl-17-(4-chloropyridin-2-yl)-12,12-dimethyl-2λ6-thia-3,9,11,18,23-pentaazatetracyclo[17.3.1.111,14.05,10]tetracosa-1(22),5(10),6,8,19(23),20-hexaene-2,2,4-trione